(1S,2S,4R,6S)-2-(hydroxymethyl)-6-isopropyl-2-(methoxymethyl)quinuclidin-3-one tert-Butyl-(4-(2-chlorophenyl)thiazol-2-yl)carbamate C(C)(C)(C)N(C(O)=O)C=1SC=C(N1)C1=C(C=CC=C1)Cl.OC[C@]1(N2[C@@H](C[C@H](C1=O)CC2)C(C)C)COC